7-fluoro-1-methylquinoxalin FC1=CC=C2N=CCN(C2=C1)C